(S)-N-(1-(4-chloro-6-((2,2,2-trifluoroethyl)amino)pyridin-2-yl)cyclopropyl)-3-(2,4-difluorophenyl)-3-hydroxybutanamide ClC1=CC(=NC(=C1)NCC(F)(F)F)C1(CC1)NC(C[C@](C)(O)C1=C(C=C(C=C1)F)F)=O